[K].[K].C1=CC=CC=C1 benzene dipotassium salt